18-(3,3-dimethylbutyl)-12-(2,6-dimethylphenyl)-15-oxa-8λ6-thia-1,9,11,18,22,23-hexaazatetracyclo[14.4.1.13,7.110,14]tricosa-3,5,7(23),10,12,14(22)-hexaene-2,8,8-trione CC(CCN1CC2OC=3C=C(N=C(NS(C=4C=CC=C(C(N(CC1)C2)=O)N4)(=O)=O)N3)C3=C(C=CC=C3C)C)(C)C